4-(ethylsulfonyl)-N-(2-(4-phenoxypiperidin-1-yl)phenyl)benzenesulfonamide C(C)S(=O)(=O)C1=CC=C(C=C1)S(=O)(=O)NC1=C(C=CC=C1)N1CCC(CC1)OC1=CC=CC=C1